ClC=1C(=CC(=C(C1)C1=NNC=C1C=1N=C2C=C(C=NC2=CC1)NCC1NCCCC1)F)F 6-[3-(5-chloro-2,4-difluoro-phenyl)-1H-pyrazol-4-yl]-N-(2-piperidylmethyl)-1,5-naphthyridin-3-amine